2-[4-[4-[[5-[(3,5-difluorophenyl)methyl]-1H-indazol-3-yl]carbamoyl]-3-(tetrahydropyran-4-ylamino)phenyl]piperazin-1-yl]acetic acid FC=1C=C(C=C(C1)F)CC=1C=C2C(=NNC2=CC1)NC(=O)C1=C(C=C(C=C1)N1CCN(CC1)CC(=O)O)NC1CCOCC1